Methyl 2-[4-{[(4-chlorophenyl)amino]carbonyl}-1,5-dimethyl-1H-pyrrol-2-yl]-5-cyano-4-hydroxybenzoate ClC1=CC=C(C=C1)NC(=O)C=1C=C(N(C1C)C)C1=C(C(=O)OC)C=C(C(=C1)O)C#N